COS1C=CC=2C=NCCC21 1-methoxy-6,7-dihydrothieno[3,2-c]pyridine